4-Bromo-2-(4-(difluoromethylene)piperidin-1-yl)-6-fluorobenzoic acid BrC1=CC(=C(C(=O)O)C(=C1)F)N1CCC(CC1)=C(F)F